C(C)(C)(C)C=1C(=C(C=C(C1)C(C)(C)C)N1N=C2C(=N1)C=CC(=C2)Cl)O 2-(3',5'-di-tert-butyl-2'-hydroxyphenyl)5-chlorobenzotriazole